ethyl 2-(methylsulfanyl)-4-(trifluoromethyl)pyridine-3-carboxylate CSC1=NC=CC(=C1C(=O)OCC)C(F)(F)F